CN1C(=NN=C1)C1(CC2(C1)CCC2)C=2C=C(C=CC2)NC(=O)C=2C(N(C=C(C2)CN2C[C@H](CCC2)C)CC(F)(F)F)=O (S)-N-(3-(2-(4-methyl-4H-1,2,4-triazol-3-yl)spiro[3.3]heptan-2-yl)phenyl)-5-((3-methylpiperidin-1-yl)methyl)-2-oxo-1-(2,2,2-trifluoroethyl)-1,2-dihydropyridine-3-carboxamide